(S)-2-(Fluoromethyl)-4-methyl-1-((2S,3S)-2-methylpyrrolidin-3-yl)piperazine dihydrochloride Cl.Cl.FC[C@H]1N(CCN(C1)C)[C@@H]1[C@@H](NCC1)C